5-(8-fluoro-2-methylimidazo[1,2-a]pyridin-6-yl)-N-methyl[1,3]thiazolo[5,4-d]pyrimidin-2-amine FC=1C=2N(C=C(C1)C=1N=CC3=C(N1)SC(=N3)NC)C=C(N2)C